phosphoethylimidazoline P(=O)(=O)CCN1C=NCC1